ClC1=CC=C(COC2=NN=C(S2)NC(=O)C=2C(=CC(=NC2)C(=O)N)N2CCOCC2)C=C1 N5-(5-((4-chlorobenzyl)oxy)-1,3,4-thiadiazol-2-yl)-4-morpholinopyridine-2,5-dicarboxamide